tert-butyl (E)-α-(1,3-dimethyl-5-phenoxypyrazole-4-ylmethyleneaminooxy)-p-toluate CN1N=C(C(=C1OC1=CC=CC=C1)\C=N\OCC1=CC=C(C=C1)C(=O)OC(C)(C)C)C